C12C3C(C(C=C1)C2)C(=O)OC3=O bicyclo(2.2.1)hept-5-ene-2,3-dicarboxylic acid anhydride